acrylamido-N-((4,6-dimethyl-2-oxo-1,2-dihydropyridin-3-yl)methyl)-4-methyl-4'-morpholino-[1,1'-biphenyl]-3-carboxamide C(C=C)(=O)NC1=C(C=CC(=C1C(=O)NCC=1C(NC(=CC1C)C)=O)C)C1=CC=C(C=C1)N1CCOCC1